C=CC1=CC(=CC=C1)S(=O)(=O)[O-].[NH4+].ClC1=C(C=CC=C1)S(=O)(=O)NC(NC1CCCC1)=O 2-chloro-N-(cyclopentylcarbamoyl)benzenesulfonamide ammonium 3-styrenesulfonate